FC=1C=C(C=C(C1CNCCCC(=O)O)OC)C1=C(C(=CC=C1)C1=C(C(=CC=C1)C1=CC(=C(C(=C1)OC)CNCCCC(=O)O)F)C)C 4,4'-(((3,3'''-difluoro-5,5'''-dimethoxy-2',2''-dimethyl-[1,1':3',1'':3'',1'''-quaterphenyl]-4,4'''-diyl)bis(methylene))bis(azanediyl))dibutyric acid